1-(3-chloro-2-fluorobenzyl)-4-((6-cyano-5-fluoro-2-((5-methyl-1H-pyrazol-3-yl)amino)pyrimidin-4-yl)methyl)piperidine-4-carboxylic acid ClC=1C(=C(CN2CCC(CC2)(C(=O)O)CC2=NC(=NC(=C2F)C#N)NC2=NNC(=C2)C)C=CC1)F